(R)-1-(1-(4-(Benzo[d]thiazol-7-yl)phenyl)-2-hydroxyethyl)-3-(2-ethynylthiazol-4-yl)-1,3-dimethylurea S1C=NC2=C1C(=CC=C2)C2=CC=C(C=C2)[C@H](CO)N(C(=O)N(C)C=2N=C(SC2)C#C)C